N[C@H]1CS(C2=C(N(C1=O)CC1=CC=C(C=C1)OC(C(F)F)(F)F)C=C(C=C2)C=2OC(=NN2)C(C)(C)C)(=O)=O (3R)-3-amino-7-(5-tert-butyl-1,3,4-oxadiazol-2-yl)-1,1-dioxo-5-[[4-(1,1,2,2-tetrafluoroethoxy)phenyl]methyl]-2,3-dihydro-1λ6,5-benzothiazepin-4-one